guanyl-L-ornithine C(N)(=N)N[C@@H](CCCN)C(=O)O